5-Bromo-N-ethylpyrazolo[1,5-a]pyridine-3-carboxamide BrC1=CC=2N(C=C1)N=CC2C(=O)NCC